(R)-2-(4'-chloro-1-(6-((2-methoxyethyl)(methyl)amino)-2-methylhexane-3-yl)-7',8'-dihydrospiro[azetidine-3,6'-pyrido[3,4-b]indol]-9'(5'H)-yl)-N-ethyl-5-fluoro-N-isopropylbenzamide ClC1=CN=CC=2N(C=3CCC4(CC3C21)CN(C4)[C@@H](C(C)C)CCCN(C)CCOC)C4=C(C(=O)N(C(C)C)CC)C=C(C=C4)F